8-methoxy-2-tetrahydropyran-4-yl-N-[6-(trifluoromethyl)-2-pyridinyl]imidazo[1,2-a]pyrazine-6-carboxamide COC=1C=2N(C=C(N1)C(=O)NC1=NC(=CC=C1)C(F)(F)F)C=C(N2)C2CCOCC2